2,6-bis(benzyloxy)-N-(3-methyl-4-(1,4-dioxa-8-azaspiro[4.5]decan-8-yl)phenyl)pyridin-3-amine C(C1=CC=CC=C1)OC1=NC(=CC=C1NC1=CC(=C(C=C1)N1CCC2(OCCO2)CC1)C)OCC1=CC=CC=C1